C(C)C1N(CCC12C(NCC2)=O)C#N Ethyl-6-oxo-2,7-diazaspiro[4.4]nonane-2-carbonitrile